FC(C1=C(CN2CC3(C2)CCN(CC3)C(=O)OC(C(F)(F)F)C(F)(F)F)C=CC=C1)(F)F 1,1,1,3,3,3-Hexafluoropropan-2-yl 2-(2-(trifluoromethyl)benzyl)-2,7-diazaspiro[3.5]nonane-7-carboxylate